CC=1C(C1[Si](C)(C)C)CO (2-methyl-3-(trimethylsilyl)cycloprop-2-ene-1-yl)methanol